OC(CNC1(C=CC(=CN1)C1=CNNC1)N1CC2N(C(C1)C2)CC=2C=NC(=CC2)OC)(C)C 6-((2-hydroxy-2-methylpropyl)amino)-4-(6-(6-((6-methoxypyridin-3-yl)methyl)-3,6-diazabicyclo[3.1.1]heptan-3-yl)pyridin-3-yl)pyrazoline